C[Si](C)(C)C([Si](C)(C)C)OP([O-])[O-] bis(trimethylsilyl)methylphosphite